ClC1=C(C=2C(=NSN2)C=C1)S(=O)(=O)N1CCC2(CC(CO2)NC[C@@H](COC=2C=C(C=CC2)S(=O)(=O)NC)O)CC1 3-((2S)-3-(8-(5-chlorobenzo[c][1,2,5]thiadiazol-4-ylsulfonyl)-1-oxa-8-azaspiro[4.5]decan-3-ylamino)-2-hydroxypropoxy)-N-methylbenzenesulfonamide